C(C)(C)(C)C1(CC(C1)(C1=NN=CN1C)C1=CC(=CC=C1)Br)O tert-butyl-3-(3-bromophenyl)-3-(4-methyl-4H-1,2,4-triazol-3-yl)cyclobutanol